ethyl 2-(4-(4-(5-fluoroisoindoline-2-carboxamido)phenyl)-3,6-dihydropyridin-1(2H)-yl)-2-oxoacetate FC=1C=C2CN(CC2=CC1)C(=O)NC1=CC=C(C=C1)C=1CCN(CC1)C(C(=O)OCC)=O